O=C1NC(CC[C@@H]1NC(=O)C1=CC=C2C(=N1)OCC21CCNCC1)=O (S)-N-(2,6-Dioxopiperidin-3-Yl)-2H-Spiro[Furo[2,3-b]Pyridine-3,4'-Piperidine]-6-Carboxamide